8-[1-methyl-3-piperidyl]-5-(2,2,2-trifluoroethyl)pyrimido[5,4-b]indol-4-ol CN1CC(CCC1)C1=CC=2C3=C(N(C2C=C1)CC(F)(F)F)C(=NC=N3)O